1-(5-methyloxazol-2-yl)-4-tetrahydropyran-4-yl-butan-2-one CC1=CN=C(O1)CC(CCC1CCOCC1)=O